C(CCCCCCCCCCCCCCCCCCC)(=O)O.OCC(O)CO.OCC(O)CO.OCC(O)CO triglycerol eicosanoate